4-(3-(methoxymethyloxy)naphthalen-1-yl)-2-oxocyclohexane-1-carboxylic acid ethyl ester C(C)OC(=O)C1C(CC(CC1)C1=CC(=CC2=CC=CC=C12)OCOC)=O